O-(3-O-D-galactosyl-N-acetyl-beta-D-galactosaminyl)serine C1([C@H](O)[C@@H](O)[C@@H](O)[C@H](O1)CO)O[C@@H]1[C@H]([C@@H](O[C@@H]([C@@H]1O)CO)OC[C@H](N)C(=O)O)NC(C)=O